N-acryloyl-(S)-phenylalaninol C(C=C)(=O)N[C@@H](CC1=CC=CC=C1)CO